C12[C@@H](CC(CC1)N2)O (±)-(2R)-7-azabicyclo[2.2.1]heptan-2-ol